5-[(4-methoxybenzyl)(4-dimethylaminobenzyl)aminocarbonyloxyethoxy]dimethylbenzylamine COC1=CC=C(CC(COC=2C=CC=C(CN(C)C)C2)OC(=O)NCC2=CC=C(C=C2)N(C)C)C=C1